FC1=C(C=CC=C1)C=1C=C(C=NC1)NC1=NC=NC2=CC(=C(C=C12)NC(C=C)=O)OCCCN1CCN(CC1)C N-(4-((5-(2-fluorophenyl)pyridin-3-yl)amino)-7-(3-(4-methylpiperazin-1-yl)propoxy)quinazolin-6-yl)acrylamide